Cl.FC1=C(C=CC(=C1)C1CCNCC1)C=1N=C2SC3=C(N2C1)C=CC(=C3)C(=O)NC3CCOCC3 2-(2-fluoro-4-(piperidin-4-yl)phenyl)-N-(tetrahydro-2H-pyran-4-yl)benzo[d]imidazo[2,1-b]thiazole-7-carboxamide hydrochloride